tris(1-phenyl-isoquinoline) iridium(III) [Ir+3].C1(=CC=CC=C1)C1=NC=CC2=CC=CC=C12.C1(=CC=CC=C1)C1=NC=CC2=CC=CC=C12.C1(=CC=CC=C1)C1=NC=CC2=CC=CC=C12